[4-[[3-[4-(difluoromethoxy)phenyl]imidazo[1,2-a]pyrazin-8-yl]amino]-2-methyl-phenyl]methanol FC(OC1=CC=C(C=C1)C1=CN=C2N1C=CN=C2NC2=CC(=C(C=C2)CO)C)F